3-(1H-1,2,3-triazol-5-yl)aniline N1N=NC=C1C=1C=C(N)C=CC1